7-(6-(2,4-dimethoxypyrimidin-5-yl)-3-methylpyridazin-4-yl)-1-oxa-7-azaspiro[4.4]nonane COC1=NC=C(C(=N1)OC)C1=CC(=C(N=N1)C)N1CC2(CCCO2)CC1